N1CC(CC1)C(C)(C)NC(OC(C)(C)C)=O tert-butyl (2-(pyrrolidin-3-yl)propan-2-yl)carbamate